2-Methyl-1,3-butadien CC(=C)C=C